2-(triphenylphosphino)ethyl carbonate C(OCCP(C1=CC=CC=C1)(C1=CC=CC=C1)C1=CC=CC=C1)([O-])=O